1-carbonyl-(2-methyl-6-nitro-2,3-dihydroimidazo[2,1-b]oxazol-2-yl)methylamine C(=O)=C(C1(CN2C(O1)=NC(=C2)[N+](=O)[O-])C)N